bis(4-(benzoxazol-2-yl)phenyl)amine O1C(=NC2=C1C=CC=C2)C2=CC=C(C=C2)NC2=CC=C(C=C2)C=2OC1=C(N2)C=CC=C1